ClC=1N=C2C(=C(C(NC2=CC1)=O)C#N)N1CCC(CC1)N(C1=CC=C(C=C1)Cl)C 6-chloro-4-[4-(4-chloro-N-methyl-anilino)-1-piperidyl]-2-oxo-1H-1,5-naphthyridine-3-carbonitrile